11,11-dideuterolinoleic acid [2H]C(\C=C/CCCCCCCC(=O)O)(\C=C/CCCCC)[2H]